6-methyl-4-(1-methyl-1H-pyrazol-3-yl)-6,7-dihydro-5H-pyrrolo[3,4-d]pyrimidin-5-one CN1CC=2N=CN=C(C2C1=O)C1=NN(C=C1)C